Monomenthyl glutarate C(CCCC(=O)[O-])(=O)OC1CC(CCC1C(C)C)C